FC1=C(C#N)C(=CC(=C1)C(C1C(N(CC1)C1=CC(=NN1COCC[Si](C)(C)C)C1=CC=NC=C1)=O)O)F 2,6-Difluoro-4-(hydroxy(2-oxo-1-(3-(pyridin-4-yl)-1-((2-(trimethylsilyl)ethoxy)methyl)-1H-pyrazol-5-yl)pyrrolidin-3-yl)methyl)benzonitrile